(S)-4-((3,3-difluorocyclobutyl)(4-(5,6,7,8-tetrahydro-1,8-naphthyridin-2-yl)butyl)amino)-2-((5-phenylpyrimidin-4-yl)amino)butanoic acid FC1(CC(C1)N(CC[C@@H](C(=O)O)NC1=NC=NC=C1C1=CC=CC=C1)CCCCC1=NC=2NCCCC2C=C1)F